N-[(6-amino-1,5-naphthyridin-3-yl)methyl]-N-(1,3-benzothiazol-4-yl)pyridine-3-carboxamide NC=1N=C2C=C(C=NC2=CC1)CN(C(=O)C=1C=NC=CC1)C1=CC=CC2=C1N=CS2